Tert-butyl 6-hydroxy-6-((trimethylsilyl) ethynyl)-1,4-oxazepan-4-carboxylate OC1(CN(CCOC1)C(=O)OC(C)(C)C)C#C[Si](C)(C)C